FC1=C2CCN(C(C2=CC(=C1)OC)C)C=1C=NC(=NC1)C1=NC=CC=N1 5-fluoro-7-methoxy-1-methyl-2-(2-pyrimidin-2-ylpyrimidin-5-yl)-3,4-dihydro-1H-isoquinoline